2,4-dichloro-N-((4,5-dichlorothiophen-2-yl)sulfonyl)benzamide ClC1=C(C(=O)NS(=O)(=O)C=2SC(=C(C2)Cl)Cl)C=CC(=C1)Cl